tert-butyl (3R,4R)-4-amino-3-(4-fluorophenyl)piperidine-1-carboxylate p-toluenesulfonate CC1=CC=C(C=C1)S(=O)(=O)O.N[C@H]1[C@@H](CN(CC1)C(=O)OC(C)(C)C)C1=CC=C(C=C1)F